15-chloro-4,21-difluoro-16-hydroxy-18,18-dioxo-8,11-dioxa-18λ6-thia-19-azatetracyclo[18.3.1.113,17.02,7]pentacosa-1(23),2(7),3,5,13,15,17(25),20(24),21-nonaen-12-one ClC=1C=C2C(OCCOC=3C=CC(=CC3C3=CC=C(C(NS(C(C1O)=C2)(=O)=O)=C3)F)F)=O